C1(CCC1)C(N)C1=NC=CC=C1C=1C=NN(C1)C cyclobutyl-(3-(1-methyl-1H-pyrazol-4-yl)pyridin-2-yl)methanamine